5-isopropyl-2-(2,2,2-trifluoroethoxy)benzenesulfonyl chloride C(C)(C)C=1C=CC(=C(C1)S(=O)(=O)Cl)OCC(F)(F)F